C(C)(C)(C)C1=CC=C(C(=O)NC2=CC(=CC=C2)C2=NNC3=CC=C(C=C23)C2=NN=CN2C(C)C)C=C1 4-(tert-butyl)-N-(3-(5-(4-isopropyl-4H-1,2,4-triazol-3-yl)-1H-indazol-3-yl)phenyl)benzamide